BrC1=C(OCC=2N=CSC2)C=C(C=C1F)Cl 4-((2-Bromo-5-chloro-3-fluorophenoxy)methyl)thiazole